BrC=C(C(=O)[O-])CC1=CC=CC=C1 bromobenzyl-acrylate